O[C@@H](C)C=1N(C=CN1)CC1=NOC(=C1)C1=CC=C(C=C1)C#CC=1C=CC(=NC1)CN1CC(C1)C(=O)O (S)-1-((5-((4-(3-((2-(1-hydroxyethyl)-1H-imidazol-1-yl)methyl)isoxazol-5-yl)phenyl)ethynyl)pyridin-2-yl)methyl)azetidin-3-carboxylic acid